(R)-9-(Methylsulfonyl)-4-oxo-3-(3-oxobutyl)-2,3,4,9-tetrahydro-1H-carbazole-3-carbonitrile CS(=O)(=O)N1C2=CC=CC=C2C=2C([C@@](CCC12)(C#N)CCC(C)=O)=O